ClC1=NC=C(C(=N1)NCC1=C(C=CC=C1C)Cl)C(=O)N 2-chloro-4-((2-chloro-6-methylbenzyl)amino)pyrimidin-5-carboxamide